1-(5,6-diaminopyridin-2-yl)-4,4-difluorocyclohexanecarboxylic acid methyl ester COC(=O)C1(CCC(CC1)(F)F)C1=NC(=C(C=C1)N)N